dioleoyloxypropyl-ammonium bromide [Br-].C(CCCCCCC\C=C/CCCCCCCC)(=O)OC(CC[NH3+])OC(CCCCCCC\C=C/CCCCCCCC)=O